N1COC2=C1C1=CC=3C(N=C1C=C2)=C2C=C1C(C(N2C3)=O)=COC(C1)=O oxazolo[4,5-f]pyrano[3',4':6,7]indolizino[1,2-b]quinoline-9,12(2H,8H)-dione